tert-butyl (4S)-4-[(1R)-1-hydroxytriacontyl]-2,2-dimethyl-oxazolidine-3-carboxylate O[C@H](CCCCCCCCCCCCCCCCCCCCCCCCCCCCC)[C@H]1N(C(OC1)(C)C)C(=O)OC(C)(C)C